2-((2R,5S)-2-(2-(4-hydroxy-1-methylpiperidin-4-yl)benzo[d]thiazol-5-yl)-5-methylpiperidin-1-yl)-2-oxo-N-(1-((2-(trimethylsilyl)ethoxy)methyl)-1H-pyrazolo[4,3-c]pyridin-7-yl)acetamide OC1(CCN(CC1)C)C=1SC2=C(N1)C=C(C=C2)[C@@H]2N(C[C@H](CC2)C)C(C(=O)NC=2C1=C(C=NC2)C=NN1COCC[Si](C)(C)C)=O